NC=1C(=C(C=CC1)SC=1N=CC(=NC1)N1CCC2([C@@H]([C@@H](OC2)C)NC(OC(C)(C)C)=O)CC1)Cl tert-Butyl ((3S,4S)-8-(5-((3-amino-2-chlorophenyl)thio)pyrazin-2-yl)-3-methyl-2-oxa-8-azaspiro[4.5]decan-4-yl)carbamate